C1(CCCCC1)CN1CC(C1)OC1=CC(=C(C(=C1)F)[C@H]1N([C@@H](CC2=C1NC1=CC=CC=C21)C)CC(C)(C)F)F (1R,3R)-1-[4-[1-(cyclohexylmethyl)azetidin-3-yl]oxy-2,6-difluoro-phenyl]-2-(2-fluoro-2-methyl-propyl)-3-methyl-1,3,4,9-tetrahydropyrido[3,4-b]indole